8,8-Difluoro-2,6-diazaspiro[3.4]octane FC1(CNCC12CNC2)F